1-(tetrahydrofuran-2-ylmethyl)-1,2,4-triazole-3-carboxamide O1C(CCC1)CN1N=C(N=C1)C(=O)N